(3R,4S)-3-cyclopropylaminomethyl-4-fluoropyrrolidine C1(CC1)NC[C@H]1CNC[C@H]1F